[3-(diphenylphosphino)propyl]diphenylphosphine tert-butyl-(4-methyl-1-(3-(4,4,5,5-tetramethyl-1,3,2-dioxaborolan-2-yl)pyrazolo[1,5-a]pyridin-6-yl)piperidin-4-yl)carbamate C(C)(C)(C)N(C(O)=O)C1(CCN(CC1)C=1C=CC=2N(C1)N=CC2B2OC(C(O2)(C)C)(C)C)C.C2(=CC=CC=C2)P(CCCP(C2=CC=CC=C2)C2=CC=CC=C2)C2=CC=CC=C2